N-octadecenyl-3,6-dihydroxypyridin-4-one C(=CCCCCCCCCCCCCCCCC)N1C=C(C(C=C1O)=O)O